C[C@H]1NC[C@@H]2N(CC[C@@H]21)C(=O)C=2OC(=CN2)C2=CC(=NC=C2)C#N 4-(2-((3aR,4R,6aR)-4-Methyloctahydropyrrolo[3,4-b]pyrrole-1-carbonyl)oxazol-5-yl)picolinonitrile